4-cyclobutoxy-6-(3-(2-(5-cyclopropyl-3-(2-(trifluoromethyl)phenyl)isoxazol-4-yl)vinyl)pyrrolidin-1-yl)quinoline-2-carboxylic acid C1(CCC1)OC1=CC(=NC2=CC=C(C=C12)N1CC(CC1)C=CC=1C(=NOC1C1CC1)C1=C(C=CC=C1)C(F)(F)F)C(=O)O